C1(=CC=CC=C1)C1=CC=NC(=C1)C1=CC=CC=C1 4,6-diphenylpyridine